N-((4,6-dimethyl-2-oxo-1,2-dihydropyridin-3-yl)methyl)-3-(ethyl-(tetrahydro-2H-pyran-4-yl)amino)-N,2-dimethyl-5-(trans-3-morpholinylcyclobutoxy)benzamide CC1=C(C(NC(=C1)C)=O)CN(C(C1=C(C(=CC(=C1)O[C@@H]1C[C@H](C1)N1CCOCC1)N(C1CCOCC1)CC)C)=O)C